6-(5-cyanopyridin-2-ylamino)-N-ethoxy-4-((4-ethynyl-2-(N-methyl-methanesulfonamido)phenyl)amino)nicotinamide C(#N)C=1C=CC(=NC1)NC1=NC=C(C(=O)NOCC)C(=C1)NC1=C(C=C(C=C1)C#C)N(S(=O)(=O)C)C